OC1=NC(=NC(=N1)O)Cl 2,4-Dihydroxy-6-chloro-1,3,5-triazine